CC=1C=C2C(NC(=NC2=CC1)CN(C)CC(=O)N(C)C1=CC(=C(C=C1)Cl)Cl)=O 2-(N-((3,4-dihydro-6-methyl-4-oxoquinazolin-2-yl)methyl)-N-methylamino)-N-(3,4-dichlorophenyl)-N-methylacetamide